6-azido-6-deoxy-α-D-glucopyranosyl 6-azido-6-deoxy-α-D-glucopyranoside N(=[N+]=[N-])C[C@@H]1[C@H]([C@@H]([C@H]([C@@H](O[C@@H]2[C@H](O)[C@@H](O)[C@H](O)[C@H](O2)CN=[N+]=[N-])O1)O)O)O